C1(=CC=CC=C1)C=1OC2=CC(=CC(=C2C(C1OCCC)=O)OCCC)OCCC 2-Phenyl-3,5,7-tripropoxychromen-4-one